chloro-4-(1-methoxyethyl)-6-(methylthio)pyridine Cobalt (II) [Co+2].ClC1=NC(=CC(=C1)C(C)OC)SC